C(#N)CCNC1=CC=CC=C1 cyanoethyl-aniline